N-(3-chloro-4-((3-fluoropyridin-2-yl)methoxy)phenyl)-4-(4-fluoro-1-isopropyl-2-methyl-1H-benzimidazol-6-yl)pyrimidin-2-amine ClC=1C=C(C=CC1OCC1=NC=CC=C1F)NC1=NC=CC(=N1)C=1C=C(C2=C(N(C(=N2)C)C(C)C)C1)F